bicyclo[3.1.0]hexan-3-one C12CC(CC2C1)=O